1-(4-ethylphenyl)-2-oxo-1,2-dihydroquinoxaline-3-carboxylic acid C(C)C1=CC=C(C=C1)N1C(C(=NC2=CC=CC=C12)C(=O)O)=O